C(C1=CC=CC=C1)OC=1C=C(C(=O)O[C@H]2[C@H](OC3=CC(=CC(=C3C2)OCC2=CC=CC=C2)OCC2=CC=CC=C2)C2=CC(=C(C(=C2)OCC2=CC=CC=C2)OCC2=CC=CC=C2)OCC2=CC=CC=C2)C=C(C1OC(NCC)=O)OCC1=CC=CC=C1 (2R,3R)-5,7-bis(benzyloxy)-2-(3,4,5-tris(benzyloxy)phenyl)chroman-3-yl 3,5-bis(benzyloxy)-4-((ethylcarbamoyl)oxy)benzoate